(5-bromo-7-(bromomethyl)benzofuran-3-yl)methanol BrC=1C=C(C2=C(C(=CO2)CO)C1)CBr